ClC=1C=CC2=C(C3=C(O2)C=CC(=C3)O)C1 8-Chloro-2-dibenzofuranol